2-[(2-amino-1H-imidazol-1-yl)amino]acetic acid NC=1N(C=CN1)NCC(=O)O